3-bromo-2-chloro-7H-furo[3,4-b]pyridin-5-one BrC=1C=C2C(=NC1Cl)COC2=O